4-(tert-butyl)-2-iodophenol C(C)(C)(C)C1=CC(=C(C=C1)O)I